8-(4-(2-morpholinylethoxy)pyridin-2-yl)-N-(6-morpholinylpyridin-3-yl)pyrido[3,4-d]pyrimidin-2-amine N1(CCOCC1)CCOC1=CC(=NC=C1)C1=NC=CC2=C1N=C(N=C2)NC=2C=NC(=CC2)N2CCOCC2